(-)-6-{[trans-4-(4-methoxyphenyl)piperidin-3-yl]methoxy}isoindolin-1-one COC1=CC=C(C=C1)[C@H]1[C@@H](CNCC1)COC1=CC=C2CNC(C2=C1)=O